C(C1=CC=CC=C1)OC(=O)N(CCN(C(OC(C)(C)C)=O)C)CCO[Si](C)(C)C(C)(C)C tert-butyl N-[2-[benzyloxycarbonyl-[2-[tert-butyl(dimethyl)silyl] oxyethyl] amino]ethyl]-N-methyl-carbamate